FC1(CN(CC1)CCOC=1C=C(C=CC1)CCN(C(OC(C)(C)C)=O)C)F tert-butyl (2-{3-[2-(3,3-difluoropyrrolidin-1-yl)ethoxy]phenyl}ethyl)methylcarbamate